(tetradecylamino)propane-1,2-diol C(CCCCCCCCCCCCC)NC(C(C)O)O